N-({4-amino-1-methyl-1H-pyrazolo[4,3-c]quinolin-7-yl}methyl)-6-cyclopropyl-N-(1,1-dioxo-2,3-dihydro-1λ6-benzothiophen-7-yl)pyridine-3-carboxamide NC1=NC=2C=C(C=CC2C2=C1C=NN2C)CN(C(=O)C=2C=NC(=CC2)C2CC2)C2=CC=CC=1CCS(C12)(=O)=O